N6-Phenylisoxazolo[5,4-b]pyridin-3,6-diamin C1(=CC=CC=C1)NC1=CC=C2C(=N1)ON=C2N